tert-Butyl 2-(5-(2-(1H-pyrazol-1-yl)pyrimidin-5-yl)-3-acetyl-1H-indazol-1-yl)acetate N1(N=CC=C1)C1=NC=C(C=N1)C=1C=C2C(=NN(C2=CC1)CC(=O)OC(C)(C)C)C(C)=O